FC(C1=NN=C(S1)C1=CN=C2N1C=C(C=C2N2CCC(CC2)SC)S(=O)(=O)NC2(CC2)C)F 3-[5-(difluoromethyl)-1,3,4-thiadiazol-2-yl]-N-(1-methylcyclopropyl)-8-(4-methylsulfanyl-1-piperidyl)imidazo[1,2-a]pyridine-6-sulfonamide